tert-butyl 5-(thiazol-2-yl)-3,6-dihydropyridine-1(2H)-carboxylate S1C(=NC=C1)C1=CCCN(C1)C(=O)OC(C)(C)C